5,10-di((E)-dec-5-en-1-yl)-15-(2,12-di-tert-butyl-5,9-diphenyl-5,9-dihydro-5,9-diaza-13b-boranaphtho[3,2,1-de]anthracen-7-yl)-10,15-dihydro-5H-diindolo[3,2-a:3',2'-c]carbazole C(CCC\C=C\CCCC)N1C=2C=CC=CC2C=2C1=C1C(=C3C=4C=CC=CC4N(C23)CCCC\C=C\CCCC)N(C=2C=CC=CC21)C=2C=C1N(C=3C=CC(=CC3B3C1=C(C2)N(C=2C=CC(=CC23)C(C)(C)C)C2=CC=CC=C2)C(C)(C)C)C2=CC=CC=C2